CC1=C2C(=CC=3C=4C=C(C=CC4N(C13)C)OC[C@H](C)N)C=NC=C2 (2S)-1-(5,6-dimethylpyrido[4,3-b]carbazol-9-yl)oxypropan-2-amine